N1=CC=C(C=C1)C1=CC2=C(NC(N2)=O)C=C1 5-(pyridin-4-yl)-1,3-dihydro-2H-benzo[d]imidazol-2-one